3-bromo-2-(1,1-difluoroethyl)-5-(3-(difluoromethoxy)-4-fluorophenyl)pyridine BrC=1C(=NC=C(C1)C1=CC(=C(C=C1)F)OC(F)F)C(C)(F)F